C(C1=CC=CC=C1)OC1=NC(=NC=C1)Cl 4-benzyloxy-2-chloropyrimidine